1-((2S,3R,4R)-2,3-dimethyl-4-(pyrimidin-2-ylamino)-6-(pyrrolidine-1-carbonyl)-3,4-dihydroquinolin-1(2H)-yl)ethanone C[C@@H]1N(C2=CC=C(C=C2[C@@H]([C@H]1C)NC1=NC=CC=N1)C(=O)N1CCCC1)C(C)=O